Methyl 3-bromo-2-methylpropanoate BrCC(C(=O)OC)C